(R)-2-(1-(6-aminopyridin-3-yl)piperidin-3-yl)propan-2-ol NC1=CC=C(C=N1)N1C[C@@H](CCC1)C(C)(C)O